C(C)OCCNC(=O)C1CN(C1)C1=C(C=C2C(C(=CN(C2=N1)C1=NC(=NS1)C=1C=NC=CC1)C(=O)O)=O)F 7-{3-[(2-ethoxyethyl)carbamoyl]azetidin-1-yl}-6-fluoro-4-oxo-1-[3-(pyridin-3-yl)-1,2,4-thiadiazol-5-yl]-1,4-dihydro-1,8-naphthyridine-3-carboxylic acid